FC=1C=CC2=C(C(NC3=C(S2)C=CC(=C3)C(=O)NC=3C=C(C=CC3)C3=CC(=CC=C3)C(=O)O)=O)C1 3'-(2-fluoro-11-oxo-10,11-dihydrodibenzo[b,f][1,4]thiazepine-8-carboxamido)-[1,1'-biphenyl]-3-carboxylic acid